N1(CCC12COC2)CC=2C=CC1=C(N=C(O1)C=1C(=C(C=CC1)C1=C(C(=CC=C1)C=1OC3=C(N1)C=C(C(=C3)OC(F)F)CN3[C@@H](CCC3)C(=O)O)C)C)C2 ((2-(3'-(5-((6-oxa-1-azaspiro[3.3]heptan-1-yl)methyl)benzo[d]oxazol-2-yl)-2,2'-dimethyl-[1,1'-biphenyl]-3-yl)-6-(difluoromethoxy)benzo[d]oxazol-5-yl)methyl)-L-proline